2-Chloro-3,5-diethoxy-4-methylbenzoic acid ethyl ester C(C)OC(C1=C(C(=C(C(=C1)OCC)C)OCC)Cl)=O